C(=O)C=1N(C([NH+](CC1)C)C)C 4-formyl-1,2,3-trimethyl-1,6-dihydropyrimidinium